3-(2-(benzyloxy)-2,2-diphenylacetoxy)spiro[bicyclo[3.2.1]octane-8,1'-pyrrolidin]-8-ium C(C1=CC=CC=C1)OC(C(=O)OC1CC2CCC(C1)[N+]21CCCC1)(C1=CC=CC=C1)C1=CC=CC=C1